COC=1C=C(C=CC1OC)[C@@H]1C2C(CO1)[C@@H](OC2)C=2C=CC(=C(OC1[C@H]([C@@H]([C@H]([C@@H](O1)C(=O)[O-])O)O)O)C2)OC.[K+] potassium (2R,3R,4R,5S)-6-(5-((1R,4S)-4-(3,4-dimethoxyphenyl) hexahydrofuro[3,4-c]furan-1-yl)-2-methoxyphenoxy)-3,4,5-trihydroxytetrahydro-2H-pyran-2-carboxylate